N-((3S,4S)-3-((6-(2,6-dichloro-3,5-dimethoxyphenyl)-8-((1-methylpiperidin-4-yl)amino)pyrido[3,4-d]pyrimidin-2-yl)amino)tetrahydro-2H-pyran-4-yl)acrylamide ClC1=C(C(=C(C=C1OC)OC)Cl)C1=CC2=C(N=C(N=C2)N[C@@H]2COCC[C@@H]2NC(C=C)=O)C(=N1)NC1CCN(CC1)C